2,4-dichloro-6-methyl-pyrimidin-5-amine ClC1=NC(=C(C(=N1)Cl)N)C